tert-butyl (R)-2-(2-(2-((tert-butoxycarbonyl)(1-methyl-1H-pyrazol-5-yl)amino)pyridin-4-yl)-7-oxo-5,7-dihydro-6H-pyrrolo[3,4-b]pyridin-6-yl)propanoate C(C)(C)(C)OC(=O)N(C1=NC=CC(=C1)C1=CC=C2C(=N1)C(N(C2)[C@@H](C(=O)OC(C)(C)C)C)=O)C2=CC=NN2C